CN1C(C2(CN(CC(C1C1=NC=CC=C1)(C2=O)C(=O)OCCCCCCCCCC)CC2=NC=CC=C2)C(=O)OCCCCCCCCCC)C2=NC=CC=C2 didecyl 3-methyl-9-oxo-2,4-bis(2-pyridyl)-7-[(2-pyridyl)methyl]-3,7-diazabicyclo[3.3.1]nonane-1,5-dicarboxylate